3-(4-((5-((1-(4-((5-chloro-4-((2-(dimethylphosphono)phenyl)amino)pyrimidin-2-yl)amino)-3-methoxyphenyl)piperidin-4-yl)amino)pentyl)oxy)-1-oxoisoindolin-2-yl)piperidine-2,6-dione ClC=1C(=NC(=NC1)NC1=C(C=C(C=C1)N1CCC(CC1)NCCCCCOC1=C2CN(C(C2=CC=C1)=O)C1C(NC(CC1)=O)=O)OC)NC1=C(C=CC=C1)P(=O)(OC)OC